BrC=1C=C(C=CC1)N1N=C(C=C1C)C(F)(F)F 1-(3-bromophenyl)-5-methyl-3-(trifluoromethyl)-1H-pyrazole